tert-butyl 7-{4-[6-(2-cyano-6-fluoro-3-{[(3R)-3-fluoropyrrolidin-1-ylsulfonyl]amino}phenoxy)-4-oxoquinazolin-3-yl]phenyl}-2,7-diazaspiro[3.5]nonane-2-carboxylate C(#N)C1=C(OC=2C=C3C(N(C=NC3=CC2)C2=CC=C(C=C2)N2CCC3(CN(C3)C(=O)OC(C)(C)C)CC2)=O)C(=CC=C1NS(=O)(=O)N1C[C@@H](CC1)F)F